ClC=1C=C2C(=NC1)N=C(S2)C2=NN=C1N2CCN([C@@H]1C)C(=O)C1=CC=C(C=C1)F (R)-(3-(6-chlorothiazolo[4,5-b]pyridin-2-yl)-8-methyl-5,6-dihydro-[1,2,4]triazolo[4,3-a]pyrazin-7(8H)-yl)(4-fluorophenyl)methanone